methyl-5-(4,4,5,5-tetramethyl-1,3,2-dioxaborolan-2-yl)-1H-imidazole CN1C=NC=C1B1OC(C(O1)(C)C)(C)C